C(C)(C)(C)OC(=O)N(C1CC2=C(C=C(S2)C(=O)O)CC1)C 6-[tert-butoxycarbonyl(methyl)amino]-4,5,6,7-tetrahydrobenzothiophene-2-carboxylic acid